OC1CCC(CC1)NC1=NC=C(C(=N1)NC12CC(C1)(C2)C)C(=O)N 2-((1r,4r)-4-hydroxycyclohexylamino)-4-(3-methylbicyclo[1.1.1]pentan-1-ylamino)pyrimidine-5-carboxamide